2-Methyl-1,3-propandiamin CC(CN)CN